NC(C(=O)O)CC1=CC=C(C=C1)OCNN 2-amino-3-(4-(hydrazineylmethoxy)phenyl)propanoic acid